3-((isoxazol-4-ylmethyl)amino)-4-(methyl((5-(5-(trifluoromethyl)-1,2,4-oxadiazol-3-yl)pyridin-2-yl)methyl)amino)cyclobut-3-ene-1,2-dione O1N=CC(=C1)CNC=1C(C(C1N(CC1=NC=C(C=C1)C1=NOC(=N1)C(F)(F)F)C)=O)=O